BrC1=CC(=C(C=C1)C(=O)N1CC(C1)O)C (4-bromo-2-methylphenyl)(3-hydroxyazetidin-1-yl)methanone